CN1N=NC(=C1)C=1C=CC(=NC1)NC(CC1=CC=CC=C1)=O N-(5-(1-methyl-1H-1,2,3-triazol-4-yl)pyridin-2-yl)-2-phenylacetamide